FC(S(=O)(=O)O)(F)F.C(CCC)N1CN(C=C1)CCCC 1,3-dibutyl-imidazole trifluoromethanesulfonate